C1(=CC=CC=2C3=CC=CC=C3CC12)COC(=O)N[C@@H](CC1=CC=CC=C1)C(=O)O N-fluorenylmethoxycarbonyl-L-phenylalanine